N-ethyl-5-fluoro-N-isopropyl-2-((4-((R)-3-((((trans-4-(methylsulfonamido)cyclohexyl)methyl)amino)methyl)pyrrolidin-1-yl)pyrimidin-5-yl)oxy)benzamide C(C)N(C(C1=C(C=CC(=C1)F)OC=1C(=NC=NC1)N1C[C@H](CC1)CNC[C@@H]1CC[C@H](CC1)NS(=O)(=O)C)=O)C(C)C